N-[9-isopropyl-6-[(2-pyrazol-1-ylphenyl)methylamino]purin-2-yl]piperidine-4-carboxamide C(C)(C)N1C2=NC(=NC(=C2N=C1)NCC1=C(C=CC=C1)N1N=CC=C1)NC(=O)C1CCNCC1